5-chloro-N-((1r,4r)-4-((3-(3-chloropyridin-4-yl)-2-oxo-2,3-dihydro-1H-benzo[d]imidazol-1-yl)methyl)cyclohexyl)-2-methylnicotinamide ClC=1C=NC(=C(C(=O)NC2CCC(CC2)CN2C(N(C3=C2C=CC=C3)C3=C(C=NC=C3)Cl)=O)C1)C